3-[trimethylammonio]-1-butanesulfonate C[N+](C(CCS(=O)(=O)[O-])C)(C)C